BrC=1C=C2C(=NC=NC2=CC1OC)C=1C(=NN(C1)CC)C1=CC=CC=C1 6-bromo-4-(1-ethyl-3-phenyl-1H-pyrazol-4-yl)-7-methoxyquinazoline